2-methoxypyridine-3-carboxaldehyde COC1=NC=CC=C1C=O